(S)-1-(4-chloro-3-fluorophenyl)-5-(5-(3,5-dimethylisoxazol-4-yl)-1-(1,1-dioxidotetrahydro-2H-thiopyran-4-yl)-1H-benzo[d]imidazol-2-yl)pyrrolidin-2-one ClC1=C(C=C(C=C1)N1C(CC[C@H]1C1=NC2=C(N1C1CCS(CC1)(=O)=O)C=CC(=C2)C=2C(=NOC2C)C)=O)F